C(C)O[Si]1(N(CCC1)CCC[Si](OCC)(OCC)OCC)C 2-ethoxy-2-methyl-1-(3-triethoxysilylpropyl)-1-aza-2-silacyclopentane